5-(difluoromethyl)-4-[5-(1-ethyl-3-methyl-1H-pyrazol-5-yl)-4H-1,2,4-triazol-3-yl]-1-methyl-1H-indazole-6-carboxamide FC(C=1C(=C2C=NN(C2=CC1C(=O)N)C)C1=NN=C(N1)C1=CC(=NN1CC)C)F